3-(1-Acryloyl-2,5-dihydro-1H-pyrrol-3-yl)-N-(1-cyanocyclopropyl)-8-(4-isobutyrylpiperazine-1-yl)imidazo[1,2-a]pyridine-6-sulfonamide C(C=C)(=O)N1CC(=CC1)C1=CN=C2N1C=C(C=C2N2CCN(CC2)C(C(C)C)=O)S(=O)(=O)NC2(CC2)C#N